N-(5,6-difluoro-1H-indol-3-yl)-4-(propan-2-yloxy)-3-(trifluoro-methyl)benzamide FC=1C=C2C(=CNC2=CC1F)NC(C1=CC(=C(C=C1)OC(C)C)C(F)(F)F)=O